3,3-DIETHYL-PENTANE C(C)C(CC)(CC)CC